C(C)(=O)OCCC1=CCC2CC1C2(C)C 2-(7,7-dimethyl-4-bicyclo[3.1.1]hept-3-enyl)ethyl acetate